C(C)(C)(C)OC(=O)N1C(CCC1)C1=C(C=C(C=C1)Cl)Cl 2-(2,4-dichlorophenyl)pyrrolidine-1-carboxylic acid tert-butyl ester